ethoxyformylimidazole C(C)OC(=O)C=1NC=CN1